beryllium-sodium [Na].[Be]